O1CCOC1 1,4-Dioxolane